BrC=1C=C(OCCN2CCN(CC2)C(=O)OC(C)(C)C)C=CC1 tert-butyl 4-(2-(3-bromophenoxy)ethyl)piperazine-1-carboxylate